FC1=CC=C(C=C1)CNCC1N(CCCC1)C N-(4-fluorophenylmethyl)-1-(1-methylpiperidin-2-yl)methylamine